3-fluoro-5-(4-methylpiperazin-1-yl)aniline FC=1C=C(N)C=C(C1)N1CCN(CC1)C